C(#N)C1=NC(=NC(=C1C1=C(C(=CC=C1)Cl)Cl)C)N1CCC\2(CC1)OC1=C(/C2=N\[S@@](=O)C(C)(C)C)C=CC=C1 (S)-N-((E)-1'-(4-cyano-5-(2,3-dichlorophenyl)-6-methylpyrimidin-2-yl)-3H-spiro[benzofuran-2,4'-piperidin]-3-ylidene)-2-methylpropan-2-sulfinamide